C(CCCCC)CCCCCCCCCCCCC hexyl-tridecane